ClC=1C(=C(C=CC1F)N(C(=O)[C@H]1N(C(N(C1)C(=O)OC(C)(C)C)=O)C=1N=NC(=C(C1)C(F)(F)F)Cl)C)F (S)-tert-butyl 4-((3-chloro-2,4-difluorophenyl)(methyl)carbamoyl)-3-(6-chloro-5-(trifluoromethyl)pyridazin-3-yl)-2-oxoimidazolidine-1-carboxylate